C1(=CC=CC=C1)S[C@@H]1CN(C[C@H]1OCC1=CC=C(C=C1)C(F)(F)F)C(=O)OC(C)(C)C tert-butyl trans-3-(phenylthio)-4-((4-(trifluoromethyl)benzyl)oxy)pyrrolidine-1-carboxylate